C1(=CC=CC=C1)CCC(=O)C1N2CC=C[C@H](ON1)C2C2=CC(=CC=C2)C(F)(F)F |o1:15| 3-Phenyl-1-((5S*)-9-(3-(trifluoromethyl)phenyl)-4-oxa-1,3-diazabicyclo[3.3.1]non-6-en-yl)propan-1-one